BrC=1C=C(C=CC1[N+](=O)[O-])C(C(=O)OC(C)(C)C)C#N tert-butyl 2-(3-bromo-4-nitrophenyl)-2-cyanoacetate